ClC1=CC=C(C(=N1)OC)CC(=O)O 2-(6-chloro-2-methoxy-3-pyridyl)acetic acid